NC1CN(CC(C1)F)C1C(CC(C1)C1=CC=C(C=C1)F)OC1=C(C=C(N=N1)C#N)C 6-[2-(3-amino-5-fluoro-1-piperidinyl)-4-(4-fluorophenyl)cyclopentyloxy]-5-methyl-pyridazine-3-carbonitrile